C(C)(=O)OC(CC1=CC=CC=C1)OC(C)=O Phenylacetaldehyde diacetyl acetal